O-(1H-benzotriazol-1-yl)-N,N,N',N'-tetramethyluronium tetrafluoroborate [B-](F)(F)(F)F.CN(C)C(=[N+](C)C)ON1C2=CC=CC=C2N=N1